C(C)(C)(C)OC(=O)[C@@H]1CCCC=2N1C(N(N2)CC2=C(C=C(C=C2)Br)F)=O tert-Butyl-(5S)-2-(4-bromo-2-fluorobenzyl)-3-oxo-2,3,5,6,7,8-hexahydro[1,2,4]triazolo[4,3-a]pyridine-5-carboxylate